C12(CC3CC(CC(C1)C3)C2)CC(=O)NC2=CC3=C(NC(=N3)CC=3C(=NC=CC3)Cl)C=C2 (1-adamantyl)-N-[2-[(2-chloro-3-pyridinyl)methyl]-1H-benzimidazol-5-yl]acetamide